ClC1=CC=CC=2CNCCSC21 9-chloro-2,3,4,5-tetrahydro-benzo-1,4-thiazepin